5-{2-amino-[1,2,4]triazolo[1,5-a]pyridin-7-yl}-2-methoxy-N-[(2-methoxyphenyl)methyl]pyridine-3-carboxamide NC1=NN2C(C=C(C=C2)C=2C=C(C(=NC2)OC)C(=O)NCC2=C(C=CC=C2)OC)=N1